[Cl-].[Cl-].C(C)(C)C=1C(C2=CC=CC(=C2C1)C1=CC=C(C=C1)C(C(F)(F)F)(C(F)(F)F)C(F)(F)F)[Zr+2]C1C(=CC2=C(C=CC=C12)C1=CC=C(C=C1)C(C(F)(F)F)(C(F)(F)F)C(F)(F)F)C (2-isopropyl-4-(p-tris(trifluoromethyl)methyl-phenyl)indenyl)(2-methyl-4-(p-tris(trifluoromethyl)methyl-phenyl)indenyl)-zirconium dichloride